5-Carbonyl-5-(pyridin-3-yl)pentanoic acid C(=O)=C(CCCC(=O)O)C=1C=NC=CC1